(S)-8-(4-acryloylpiperazin-1-yl)-10-chloro-11-(2,4-difluorophenyl)-3-methoxy-3,4-dihydro-2H,6H-[1,4]thiazepino[2,3,4-ij]quinazolin-6-one C(C=C)(=O)N1CCN(CC1)C1=NC(N2C3=C(C(=C(C=C13)Cl)C1=C(C=C(C=C1)F)F)SC[C@H](C2)OC)=O